tert-Butyl trans-4-((4-nitrobenzoyl)oxy)-2-(trifluoromethyl)piperidine-1-carboxylate [N+](=O)([O-])C1=CC=C(C(=O)O[C@H]2C[C@@H](N(CC2)C(=O)OC(C)(C)C)C(F)(F)F)C=C1